Cyclohexylmethylcarbamic Acid Biphenyl-3-yl Ester C1(=CC(=CC=C1)OC(NCC1CCCCC1)=O)C1=CC=CC=C1